butyl (3S,4R)-3-fluoro-4-(4-(methoxycarbonyl)phenyl)piperidine-1-carboxylate F[C@@H]1CN(CC[C@@H]1C1=CC=C(C=C1)C(=O)OC)C(=O)OCCCC